COC1=CC=C(C=C1)[C@H](C)C1OCCC(C1)(C(=O)N)N1C[C@@H](CC1)OC1=CC(=CC=C1)C(F)(F)F ((S)-1-(4-Methoxyphenyl)ethyl)-4-((R)-3-(3-(trifluoromethyl)phenoxy)pyrrolidin-1-yl)tetrahydro-2H-pyran-4-carboxamide